(3-fluoropyrazolo[1,5-a]pyridin-4-yl)methanone FC=1C=NN2C1C(=CC=C2)C=O